Allyloxymethylphosphonic Acid Diethylester C(C)OP(OCC)(=O)COCC=C